FC(OCC1N(C(CC1)COC(F)F)C1=CC=C(C(=O)O)C=C1)F 4-(2,5-bis((difluoromethoxy)methyl)pyrrolidin-1-yl)benzoic acid